FC1=C(C=C(C=C1)N(C(=O)C=1C=C(C2=C(N(C=N2)C2=CC=C(C=C2)NC(OC(C)(C)C)=O)C1)C)C)OC tert-butyl N-[4-[6-[(4-fluoro-3-methoxy-phenyl)-methyl-carbamoyl]-4-methyl-benzimidazol-1-yl]phenyl]carbamate